N-octylpyrrolium methanesulfonate CS(=O)(=O)[O-].C(CCCCCCC)[NH+]1C=CC=C1